((1S,3S)-3-hydroxy-3-methylcyclohexyl)-6-methoxy-2H-indazole-5-carboxylic acid O[C@@]1(C[C@H](CCC1)N1N=C2C=C(C(=CC2=C1)C(=O)O)OC)C